4,7-Dibromo-5-nitrobenzo[c][1,2,5]thiadiazole BrC1=C(C=C(C2=NSN=C21)Br)[N+](=O)[O-]